NC1=CC(=C(C=C1)C=1C(OC2=CC(=CC=C2C1)O)=O)Cl (4-amino-2-chloro-phenyl)-7-hydroxy-chromen-2-one